C1(C(C1=C(C#N)C1=C(C(=C(C(=C1Cl)F)C(F)(F)F)F)Cl)=C(C#N)C1=C(C(=C(C(=C1Cl)F)C(F)(F)F)F)Cl)=C(C#N)C1=C(C(=C(C(=C1Cl)F)C(F)(F)F)F)Cl α,α',α''-1,2,3-cyclopropanetriylidenetris[2,6-dichloro-3,5-difluoro-4-(trifluoromethyl)benzeneacetonitrile]